2-{[(1S)-1-{4-[(3,3-Difluoropiperidin-1-yl)methyl]phenyl}ethyl]amino}-8-(2,2-dimethylpropyl)pyrido[2,3-d]pyrimidin-7(8H)-on FC1(CN(CCC1)CC1=CC=C(C=C1)[C@H](C)NC=1N=CC2=C(N1)N(C(C=C2)=O)CC(C)(C)C)F